methyl-2H-thiopyran-2-carboxylate COC(=O)C1SC=CC=C1